7-BOC-3-oxa-7,9-diazabicyclo[3.3.1]nonane C(=O)(OC(C)(C)C)N1CC2COCC(C1)N2